2-[4-(4-Chloro-benzenesulfonyl)-phenyl]-2-(4-cyano-phenoxy)-N-(5,6-dimethoxy-benzothiazol-2-yl)-acetamide ClC1=CC=C(C=C1)S(=O)(=O)C1=CC=C(C=C1)C(C(=O)NC=1SC2=C(N1)C=C(C(=C2)OC)OC)OC2=CC=C(C=C2)C#N